BrC1=C(C(=C(NC)C(=C1)[N+](=O)[O-])F)C 4-bromo-2-fluoro-N,3-dimethyl-6-nitroaniline